ClC=1C=C2C(=CC(=NC2=CC1)C(F)(F)F)NCC1(CN(CC1)C(=O)NC)C1=CC=CC=C1 3-(((6-chloro-2-(trifluoromethyl)quinolin-4-yl)amino)methyl)-N-methyl-3-phenylpyrrolidine-1-carboxamide